BrC=1SC(=C(N1)C=1C=CC(=NC1)O)CC(C)C 5-(2-bromo-5-isobutylthiazol-4-yl)pyridin-2-ol